C(C)C(=C)CCCCCCCCCC 2-ethyl-1-dodecene